2-hexyl peroxide CC(CCCC)OOC(C)CCCC